N-((1,2,3,5,6,7-Hexahydro-s-indacen-4-yl)carbamoyl)-1-methylazetidine-3-sulfonamide, potassium salt [K].C1CCC2=C(C=3CCCC3C=C12)NC(=O)NS(=O)(=O)C1CN(C1)C